C(C)(C)(C)OC(=O)N1C[C@@H]2N(C3=C(OC2)C=C(C=C3)N)CC1.C(CCC)O[SiH3] butoxysilane tert-butyl-(S)-8-amino-1,2,4a,5-tetrahydrobenzo[b]pyrazino[1,2-d][1,4]oxazine-3(4H)-carboxylate